ethyl N-(6-(benzyloxy)-4-ethyl-2-fluoro-3-iodophenyl)-N-(N-(tert-butoxycarbonyl)sulfamoyl)glycinate C(C1=CC=CC=C1)OC1=CC(=C(C(=C1N(CC(=O)OCC)S(NC(=O)OC(C)(C)C)(=O)=O)F)I)CC